2-(4-(2-((3-(Bis((Z)-2-hydroxyoctadec-9-en-1-yl)amino)propyl)disulfaneyl)ethyl)piperazin-1-yl)ethyl 5-(bis((9Z,12Z)-2-hydroxyoctadeca-9,12-dien-1-yl)amino)pentanoate OC(CN(CCCCC(=O)OCCN1CCN(CC1)CCSSCCCN(CC(CCCCCC\C=C/CCCCCCCC)O)CC(CCCCCC\C=C/CCCCCCCC)O)CC(CCCCCC\C=C/C\C=C/CCCCC)O)CCCCCC\C=C/C\C=C/CCCCC